N-hydroxy-1,3-benzodioxole-5-carboxamidine ONC(=N)C1=CC2=C(OCO2)C=C1